COCCCNC(=O)C1=NC(=CC=C1)N1CCN(CCC1)C1CCN(CC1)C(C)C N-(3-Methoxypropyl)-6-{4-[1-(propan-2-yl)piperidin-4-yl]-1,4-diazepan-1-yl}pyridine-2-carboxamide